7-bromo-3,4-dihydro-2H-benzo[b][1,4,5]oxathiazepine 1,1-dioxide BrC=1C=CC2=C(OCCNS2(=O)=O)C1